COC(=O)C1=CC2=C(OC(C(N2)=O)(C)C)C=C1F 7-fluoro-2,2-dimethyl-3-oxo-3,4-dihydro-2H-benzo[b][1,4]oxazine-6-carboxylic acid methyl ester